1-isopropyl-1,5,6,7-tetrahydro-s-indacene C(C)(C)C1C=CC2=CC=3CCCC3C=C12